ammonia nitrogen silver [Ag].[N].N